C(CCC)N(C(=O)NC=1C(=CC(=C(C(=O)N)C1)F)F)C1CCN(CC1)CC=1C(=NC(=CC1)OC1=CC=C(C=C1)C(=O)N1CCN(CC1)C)C 5-[(butyl-{1-[(2-methyl-6-{4-[(4-methyl-1-piperazinyl)carbonyl]phenoxy}-3-pyridinyl)methyl]-4-piperidinyl}carbamoyl)amino]-2,4-difluorobenzamide